1-amino-1'-(6-amino-5-((2-amino-3-chloropyridin-4-yl)thio)pyrazin-2-yl)-1,3-dihydrospiro[indene-2,4'-piperidine]-6-carboxamide NC1C2=CC(=CC=C2CC12CCN(CC2)C2=NC(=C(N=C2)SC2=C(C(=NC=C2)N)Cl)N)C(=O)N